NC=1CC(=CC2=C(N1)C=C(S2)Br)C(=O)OCC ethyl 5-amino-2-bromo-6H-thieno[3,2-b]azepin-7-carboxylate